COC=1C=C(CN2C(N3C(C4=C2C=C(C=N4)N4CCN(CC4)C(CO)=O)=NC(=C3)CC(C)C)=O)C=C(C1)OC 6-(3,5-dimethoxybenzyl)-8-[4-(hydroxyacetyl)piperazin-1-yl]-2-(2-methylpropyl)imidazo[1,2-c]pyrido[2,3-e]pyrimidin-5(6H)-one